C(C)C1=C(C(=CC(=C1)CC)CC)NC(NC1=C(C=C(C=C1CC)CC)CC)=S bis(2,4,6-triethylphenyl)thiourea